O1CC=[SiH]C=C1 [1,4]oxasiline